N-((3S,4S)-4-(3,4-difluorophenyl)piperidin-3-yl)-10-ethyl-5,6-dihydropyrazolo[1,5-d]thieno[3,2-f][1,4]oxazepin-2-carboxamide FC=1C=C(C=CC1F)[C@H]1[C@@H](CNCC1)NC(=O)C1=CC=2C=3N(CCOC2S1)N=CC3CC